C(N)(=O)C1=C(C(=CC(=C1)Cl)C)NC(=O)C=1N(N=C(C1)CN1N=C(N=N1)C1=CC(=C(C=C1)Cl)C)C1=NC=CC=C1Cl N-(2-carbamoyl-4-chloro-6-methyl-phenyl)-5-[[5-(4-chloro-3-methyl-phenyl)tetrazol-2-yl]methyl]-2-(3-chloro-2-pyridyl)pyrazole-3-carboxamide